2-((2S,4R)-2-(aminomethyl)-5-chloro-2-(2-fluorophenyl)-2,3-dihydrobenzofuran-4-yl)-3-fluoro-4-methoxybenzamide NC[C@@]1(OC2=C(C1)C(=C(C=C2)Cl)C2=C(C(=O)N)C=CC(=C2F)OC)C2=C(C=CC=C2)F